N-Propyl-N-methylpyrrolidinium C(CC)[N+]1(CCCC1)C